N'-acetyl-4-amino-N-(benzo[c][1,2,5]thiadiazol-5-ylmethyl)-N',1-dimethyl-1H-pyrazolo[4,3-c]quinoline-8-carbohydrazide C(C)(=O)N(N(C(=O)C1=CC=2C3=C(C(=NC2C=C1)N)C=NN3C)CC3=CC=1C(=NSN1)C=C3)C